5-(2-(6-(4-Fluorophenyl)-5-Azaspiro[2.5]Octan-5-yl)-2-oxoacetamido)Nicotinamide FC1=CC=C(C=C1)C1N(CC2(CC2)CC1)C(C(=O)NC=1C=NC=C(C(=O)N)C1)=O